1,4,2-oxathiazine O1N=CSC=C1